tert-butyl 3-((4-chlorophenoxy) methyl)-5,6-dihydroimidazo[1,5-a]pyrazine-7(8H)-carboxylate ClC1=CC=C(OCC2=NC=C3N2CCN(C3)C(=O)OC(C)(C)C)C=C1